4-{(3S,5aR,6R,7R,8aS)-6-[(1E,3R)-4-(3-chloro-2-fluorophenoxy)-3-hydroxy-1-buten-1-yl]-7-hydroxyoctahydro-2H-cyclopenta[b]oxepin-3-yl}butanoic acid ClC=1C(=C(OC[C@@H](/C=C/[C@H]2[C@@H](C[C@@H]3OC[C@H](CC[C@@H]32)CCCC(=O)O)O)O)C=CC1)F